COC=1SC=2N=C(SC2N1)C=1OC2=C(C1)C(=CC(=C2)OC)OCCOC 2-methoxy-5-(6-methoxy-4-(2-methoxyethoxy)benzofuran-2-yl)thiazolo[5,4-d]thiazole